CNC(=O)C1=NC(=CC(=C1)C(=O)N[C@@H]1[C@H](C1)C)CC1=NC=CC=C1 N2-methyl-N4-((1S,2S)-2-methylcyclopropyl)-6-(pyridin-2-ylmethyl)pyridine-2,4-dicarboxamide